ethyl 2-(2-((5-bromo-7-methoxybenzofuran-3-yl)methoxy)-3-methylphenyl)acetate BrC=1C=C(C2=C(C(=CO2)COC2=C(C=CC=C2C)CC(=O)OCC)C1)OC